6-[(1-{2-amino-3-[(2-aminoethyl)amino]-2-methyl-3-oxopropyl}azetidin-3-yl)oxy]-3-[2-boranopropyl]-2-hydroxybenzoic acid NC(CN1CC(C1)OC1=CC=C(C(=C1C(=O)O)O)C1(C)CB1)(C(=O)NCCN)C